1,5,9-decatriene C=CCCC=CCCC=C